1-(6-(2,2-difluorobutyl)-3-(4-(2-methoxyethoxy)phenyl)pyrazin-2-yl)piperidine-4-carboxylic acid FC(CC1=CN=C(C(=N1)N1CCC(CC1)C(=O)O)C1=CC=C(C=C1)OCCOC)(CC)F